N,N-bis(2-hydroxyethyl)succinamic acid OCCN(C(CCC(=O)O)=O)CCO